2-chloro-6-(pyridin-3-yl)-4-(2,2,6,6-tetrafluoromorpholino)furo[3,2-d]pyrimidine ClC=1N=C(C2=C(N1)C=C(O2)C=2C=NC=CC2)N2CC(OC(C2)(F)F)(F)F